4-(3-methylbutanoyl)-N-((1-methylpyrrolidin-3-yl)methyl)-3,4-dihydroquinoxaline-1(2H)-carboxamide CC(CC(=O)N1CCN(C2=CC=CC=C12)C(=O)NCC1CN(CC1)C)C